methyl (2-methyl-5-(3-vinyl-1,2,4-thiadiazol-5-yl)phenyl)glycinate CC1=C(C=C(C=C1)C1=NC(=NS1)C=C)NCC(=O)OC